tert-butyl (3S)-3-[[8-[3-chloro-4-(difluoromethoxy)-2-fluoro-anilino]-7-cyano-1,5-naphthyridin-2-yl]oxy]pyrrolidine-1-carboxylate ClC=1C(=C(NC=2C(=CN=C3C=CC(=NC23)O[C@@H]2CN(CC2)C(=O)OC(C)(C)C)C#N)C=CC1OC(F)F)F